C1(CCC1)CN(S(=O)(=O)C[C@@H]1C[C@@H](C1)NC1=C2C(=NC=C1C#N)NC=C2)C N-(cyclobutylmethyl)-1-((cis)-3-((5-cyano-1H-pyrrolo[2,3-b]pyridin-4-yl)amino)cyclobutyl)-N-methyl-methanesulfonamide